1-(3-(3-((4-fluoro-1,1-dioxido-2,3-dihydrobenzo[d]isothiazol-5-yl)amino)-1H-pyrazol-5-yl)cyclopentyl)-3-isopropyl-1,3-dihydro-2H-imidazol-2-one FC1=C(C=CC2=C1CNS2(=O)=O)NC2=NNC(=C2)C2CC(CC2)N2C(N(C=C2)C(C)C)=O